tetrahydrofuran-2-yl nicotinate C(C1=CN=CC=C1)(=O)OC1OCCC1